N-(4-((4-Methoxyphenyl)sulfonamido)naphthalen-1-yl)-2-methyl-benzamide COC1=CC=C(C=C1)S(=O)(=O)NC1=CC=C(C2=CC=CC=C12)NC(C1=C(C=CC=C1)C)=O